C(C)OC(\C=C\C(=O)O)=O fumaric monoethyl ester